di-iodine diacetate tellurium [Te+2].C(C)(=O)[O-].C(C)(=O)[O-].[I+].[I+]